(5-chloro-2-(2H-1,2,3-triazol-2-yl)phenyl)(2-((2-(trifluoromethyl)benzo[d]thiazol-6-yl)methyl)pyrazolidin-1-yl)methanone ClC=1C=CC(=C(C1)C(=O)N1N(CCC1)CC1=CC2=C(N=C(S2)C(F)(F)F)C=C1)N1N=CC=N1